4-(4-bromophenyl)-3-buten-2-one BrC1=CC=C(C=C1)C=CC(C)=O